Barium ethoxid [O-]CC.[Ba+2].[O-]CC